2-amino-1-(3-fluorothiophen-2-yl)-pyrazole-3-carboxylic acid ethyl ester C(C)OC(=O)C1N(N(C=C1)C=1SC=CC1F)N